N-(trans-4-(2-((R)-4-(2-chloro-3-fluorophenyl)-3-methylpiperazin-1-yl)ethyl)cyclohexyl)nicotinamide ClC1=C(C=CC=C1F)N1[C@@H](CN(CC1)CC[C@@H]1CC[C@H](CC1)NC(C1=CN=CC=C1)=O)C